(2S,3S)-ethyl 3-((2-(2-chloro-5H-pyrrolo[2,3-b]pyrazin-7-yl)-6-(phenylethynyl)pyrimidin-4-yl)amino)bicyclo[2.2.2]octane-2-carboxylate ClC=1N=C2C(=NC1)NC=C2C2=NC(=CC(=N2)N[C@@H]2[C@H](C1CCC2CC1)C(=O)OCC)C#CC1=CC=CC=C1